FC1=CC(=C(C=C1)C(C)O)C1(CC1)OC 1-(4-fluoro-2-(1-methoxycyclopropyl)phenyl)ethan-1-ol